NC1=CC=CC(=N1)S(=O)(=O)NC(C1=C(N=C(C=C1)C(C)(C)C)N1C(CC(C1)C)(C)C)=O N-((6-Aminopyridin-2-yl)sulfonyl)-6-(tert-butyl)-2-(2,2,4-trimethylpyrrolidin-1-yl)nicotinamid